4,6-dimethylpyrimidin-5-amine CC1=NC=NC(=C1N)C